C1=CC=C(C(=C1)CC2=CC=CC=C2N)N 2,2'-diamino-diphenylmethane